3-hydroxymethylglutarate OCC(CC(=O)[O-])CC(=O)[O-]